1-allyl-8-nitro-1,2,3,5,6,7-hexaHydro-s-indacen-1-ol C(C=C)C1(CCC2=CC=3CCCC3C(=C12)[N+](=O)[O-])O